1-(4-Methylphenyl)-2-(4,5,6,7-tetrahydro-2-imino-3(2H)-benzothiazolyl)ethanone hydrobromide Br.CC1=CC=C(C=C1)C(CN1C(SC2=C1CCCC2)=N)=O